ClC=1C=CC(=C(C1)C=1C=NC2=C(N=CC=C2C1)NCC1=C(C=C(C=C1)OC)OC)OC 3-(5-CHLORO-2-METHOXYPHENYL)-N-[(2,4-DIMETHOXYPHENYL)METHYL]-1,7-NAPHTHYRIDIN-8-AMINE